FC1([C@H](C1)C1=CNC=2N=CN=C(C21)N[C@@H]2CC[C@@H](N(C2)C(C=C)=O)C)F 1-((2S,5R)-5-((5-((R)-2,2-difluorocyclopropyl)-7H-pyrrolo[2,3-d]pyrimidin-4-yl)amino)-2-methylpiperidin-1-yl)prop-2-en-1-one